tantalum-cobalt [Co].[Ta]